3-[5-(4-chloro-3-fluorophenyl)-2-(4,6-dimethylpyrimidin-2-yl)-1,3-oxazol-4-yl]-7-cyclopropyl-2H,3H,7H-pyrrolo[2,3-d]pyrimidin-2-one ClC1=C(C=C(C=C1)C1=C(N=C(O1)C1=NC(=CC(=N1)C)C)N1C(N=C2C(=C1)C=CN2C2CC2)=O)F